OC1=CC=C(C=C1)C(COC(C)=O)C1=CC=C(C=C1)O Bis(4-hydroxyphenyl)ethylacetat